(R)-5-chloro-2-(4'-cyano-[1,1'-biphenyl]-4-yl)-3-((S,1E,3E)-3,5-dimethylhepta-1,3-dien-1-yl)-7-methyl-6,8-dioxo-2,6,7,8-tetrahydroisoquinolin-7-yl isonicotinate C(C1=CC=NC=C1)(=O)O[C@]1(C(C(=C2C=C(N(C=C2C1=O)C1=CC=C(C=C1)C1=CC=C(C=C1)C#N)\C=C\C(=C\[C@H](CC)C)\C)Cl)=O)C